C[C@H]1[C@@H](CC[C@H]2CC[C@]3([C@@]4(CC[C@@H]5[C@](CC=6C=NC(=NC6C5(C)C)N5CCOCC5)([C@H]4CC=C3[C@H]12)C)C)C)C (1S,2R,4aS,6aS,6bR,8aR,14aR,14bR,16bS)-1,2,6a,6b,9,9,14a-heptamethyl-11-morpholino-1,2,3,4,4a,5,6,6a,6b,7,8,8a,9,14,14a,14b,15,16b-octadecahydrochryseno[1,2-g]Quinazolin